Cl.NCC1CCN(CC1)C1=NNC(C2=CC=CC=C12)=O 4-(4-(aminomethyl)piperidin-1-yl)phthalazin-1(2H)-one hydrochloride